4,7-DIFLUORO-2-(4-METHYLPHENYL)-1H-INDOLE-3-CARBOXALDEHYDE FC1=C2C(=C(NC2=C(C=C1)F)C1=CC=C(C=C1)C)C=O